O=C1NC(CCC1N1C(C2=CC=C(C=C2C1=O)OCCC1=CN=NN1CCOCCOCCNC(OC(C)(C)C)=O)=O)=O tert-butyl N-[2-[2-[2-[5-[2-[2-(2,6-dioxo-3-piperidyl)-1,3-dioxo-isoindolin-5-yl]oxyethyl]triazol-1-yl]ethoxy]ethoxy]ethyl]carbamate